ClC1=C(C=CC(=C1)CNCCC1=NC(=NO1)CCNC1=NC2=C(C3=CN=CC=C13)C=CC(=C2)C(=O)N)C2=CC=CC=C2 5-((2-(5-(2-(((2-Chloro-[1,1'-biphenyl]-4-yl)methyl)amino)ethyl)-1,2,4-oxadiazol-3-yl)ethyl)amino)benzo[c][2,6]naphthyridine-8-carboxamide